Tert-butyl N-(1-[2-(benzyloxy)ethoxy]methylcyclopropyl)-N-methylcarbamate C(C1=CC=CC=C1)OCCOCC1(CC1)N(C(OC(C)(C)C)=O)C